4-fluoro-2-butenyl ether FCC=CCOCC=CCF